CC=1SC2=C(NC=3C=CC(=CC23)C(=O)[O-])N1 2-methyl-4H-[1,3]thiazolo[4,5-b]indole-7-carboxylate